ClC1=C(C=C2C(C(=CN(C2=N1)C1=C(C=C(C=C1F)F)Cl)C(=O)O)=O)F 7-chloro-1-(2-chloro-4,6-difluorophenyl)-6-fluoro-4-oxo-1,4-dihydro-1,8-naphthyridine-3-carboxylic acid